FC1=C(C#N)C(=CC(=C1)CC(C)C)N1CCC(CC1)CC1=NC=CC=C1 2-fluoro-4-isobutyl-6-[4-(2-pyridylmethyl)-1-piperidinyl]benzonitrile